N[C@@H]1[C@@H](OCC12CCN(CC2)C=2C(=NC(=CN2)SC2=CC(=NC=C2Cl)N)CO)C {3-[(3S,4S)-4-amino-3-methyl-2-oxa-8-azaspiro[4.5]decan-8-yl]-6-[(2-amino-5-chloropyridin-4-yl)thio]pyrazin-2-yl}methanol